C1(=CC=C(\C=C/C)C=C1)OC cis-Anethol